C(C)(C)(C)OC(=O)CC(C)(C)ON1CCC(CC1)[Zn]I {1-[(tert-butoxy)carbonyl-[(tert-butoxy)]]Piperidin-4-yl}(iodo)zinc